NC1=NN(C2=CC=CC(=C12)C=1C(=C(C(=CC1)S(=O)(=O)C1CNC1)S(=O)(=O)N)C1=NN=NN1)C 3-(3-amino-1-methyl-1H-indazol-4-yl)-6-(azetidin-3-ylsulfonyl)-2-(1H-tetrazol-5-yl)benzenesulfonamide